((1S,4R,6R)-6-((3-fluoro-5-(trifluoromethyl)pyridin-2-yl)oxy)-2-azabicyclo[2.2.1]heptan-2-yl)(6-methyl-3-(2H-1,2,3-triazol-2-yl)pyridin-2-yl)methanone FC=1C(=NC=C(C1)C(F)(F)F)O[C@@H]1C[C@@H]2CN([C@H]1C2)C(=O)C2=NC(=CC=C2N2N=CC=N2)C